5-(2,8-dimethylimidazo[1,2-b]pyridazin-6-yl)-3-(trifluoromethoxy)pyridin-2-amine CC=1N=C2N(N=C(C=C2C)C=2C=C(C(=NC2)N)OC(F)(F)F)C1